1-methyl-1-propylpiperidinium bis(trifluoromethylsulfonyl)imide salt [N-](S(=O)(=O)C(F)(F)F)S(=O)(=O)C(F)(F)F.C[N+]1(CCCCC1)CCC